O1COC2=C1C=CC(=C2)CC2(NC(=NC(=C2)C2=C1C=CNC1=CC=C2)NC)NC 4-(benzo[d][1,3]dioxol-5-ylmethyl)-6-(1H-indol-4-yl)-N2,N4-dimethylpyrimidine-2,4-diamine